CC=1C=CC=C2C(NC(=NC12)CSC1CCN(CC1)C[C@H]1NCCC1)=O (S)-8-Methyl-2-(((1-(pyrrolidin-2-ylmethyl)piperidin-4-yl)thio)methyl)quinazolin-4(3H)-one